CC1(C(C(=CC2(CCNC2)C1)C#N)=O)C 9,9-dimethyl-8-oxo-2-azaspiro[4.5]dec-6-ene-7-carbonitrile